methyl (2S,4S)-1-((R)-2-(2-naphthamido)-3-cyclohexylpropanoyl)-4-azidopyrrolidine-2-carboxylate C1=C(C=CC2=CC=CC=C12)C(=O)N[C@@H](C(=O)N1[C@@H](C[C@@H](C1)N=[N+]=[N-])C(=O)OC)CC1CCCCC1